2-(7-cyano-5-morpholinobenzo[b]thiophen-2-yl)-4-methylthiazole-5-carboxylic acid ethyl ester C(C)OC(=O)C1=C(N=C(S1)C1=CC2=C(S1)C(=CC(=C2)N2CCOCC2)C#N)C